FC=1C=C(C=C(C1F)[N+](=O)[O-])Br 3,4-difluoro-5-nitrobromobenzene